FC1=C(C=CC=C1)[C@@H]1CC[C@H]2OC3(C(N21)=O)CN(C3)S(=O)(=O)C3=CC=C(C=C3)F (5'S,7a'R)-5'-(2-fluorophenyl)-1-[(4-fluorophenyl)sulfonyl]tetrahydro-3'H-spiro[azetidine-3,2'-pyrrolo[2,1-b][1,3]oxazol]-3'-one